[Si](=O)=O silicon oxide-oxide